CN(CCN(C1=C(C=C(C(=C1)OC)NC1=NC=NC(=C1)N1OCC[C@@H]1C1=CC(=CC(=C1)OCC1=NC=CC=C1)F)NC(C=C)=O)C)C (R)-N-(2-((2-(dimethylamino)-ethyl)(methyl)-amino)-5-((6-(3-(3-fluoro-5-(pyridin-2-ylmethoxy)-phenyl)isoxazolidin-2-yl)pyrimidin-4-yl)amino)-4-methoxyphenyl)acrylamide